Ethanesulfonic acid [4-chloro-5-(1-methyl-2-oxo-1,2,3,4-tetrahydro-quinolin-6-yl)-pyridin-3-ylmethyl]-amide ClC1=C(C=NC=C1C=1C=C2CCC(N(C2=CC1)C)=O)CNS(=O)(=O)CC